1-(2,2,2-trifluoroethyl)-1H-indazole-6-amine FC(CN1N=CC2=CC=C(C=C12)N)(F)F